C(#C)C1=CC=C(C=C1)C1=C2C=CC(C(=C3C=CC(=C(C=4C=CC(=C(C5=CC=C1N5)C5=CC=C(C=C5)C#C)N4)C4=CC=C(C=C4)C#C)N3)C3=CC=C(C=C3)C#C)=N2.[Cu] copper tetrakis(4-ethynylphenyl)porphyrin